C(C)(C)(C)N1N=CC(=C1CO)OC1=CC(=CC=C1)C(F)(F)F (1-(tert-butyl)-4-(3-(trifluoromethyl)phenoxy)-1H-pyrazole-5-yl)methanol